C(CCC)OC(=O)N1C[C@@H](CCC1)CNC(=O)[C@H]1C[C@H]([C@@H]2OC(O[C@@H]21)(C)C)N2C=C(C1=C2N=CN=C1N)Br Butyl-(S)-3-(((3aR,4S,6R,6aS)-6-(4-amino-5-bromo-7H-pyrrolo[2,3-d]pyrimidin-7-yl)-2,2-dimethyltetrahydro-4H-cyclopenta[d][1,3]dioxole-4-carboxamido)methyl)piperidine-1-carboxylate